N[C@@H]1C[C@](CC1)(C(=O)N(C)OC)CC1=CC(=C(C=C1)F)C1=NC=C(C=N1)F (1R,3S)-3-amino-1-(4-fluoro-3-(5-fluoropyrimidin-2-yl)benzyl)-N-methoxy-N-methylcyclopentane-1-carboxamide